6-Fluoro-3-(1,2,5,6-tetrahydropyridin-3-yl)-1,2-benzoxazole FC1=CC2=C(C(=NO2)C=2CNCCC2)C=C1